6-Chloro-7-(2-fluorophenyl)-1-(4-methyl-2-(2-propanyl)-3-pyridinyl)-4-((2S)-2-methyl-4-(2-propenoyl)-1-piperazinyl)-2(1H)-pteridinone ClC=1N=C2C(=NC(N(C2=NC1C1=C(C=CC=C1)F)C=1C(=NC=CC1C)C(C)C)=O)N1[C@H](CN(CC1)C(C=C)=O)C